ClC=1C(=C(C(=CC1)F)C=1C(N(N=C(C1O)C)C)=O)CCC1=CC=C(C=C1)SC 4-[3-Chloro-6-fluoro-2-[2-(4-methylsulfanyl-phenyl)ethyl]phenyl]-5-hydroxy-2,6-dimethyl-pyridazin-3-one